COC=1C(=NC=C(C1)S(=O)(=O)C)N methoxy-5-(methylsulfonyl)pyridin-2-amine